N-[4-[[4-[[(2S)-2-aminopropanoyl]amino]cyclohexyl]carbamoyl]-3-chlorophenyl]-5-[1-(cyanomethyl)-3-(trifluoromethyl)pyrazol-4-yl]-1-methylimidazole-2-carboxamide N[C@H](C(=O)NC1CCC(CC1)NC(=O)C1=C(C=C(C=C1)NC(=O)C=1N(C(=CN1)C=1C(=NN(C1)CC#N)C(F)(F)F)C)Cl)C